5-(5-oxido-1,2,3,4-oxatriazol-3-ium-3-yl)tetrazol-1-ide [O-]C1=N[N+](=NO1)C1=NN=N[N-]1